5-(4-isopentyl-1H-1,2,3-triazol-1-yl)-N-isopropyl-2-(pyridin-4-yl)thieno[2,3-b]pyridin-4-amine C(CC(C)C)C=1N=NN(C1)C1=C(C2=C(N=C1)SC(=C2)C2=CC=NC=C2)NC(C)C